N1N=NN=C1C1=CC=C(C=C1)C=1C2=C(NC(CN1)=O)C1=CC=CC=C1C=C2 5-[4-(1H-tetrazole-5-yl)phenyl]-1,3-dihydro-2H-naphtho[1,2-e][1,4]diazepine-2-one